C(C=C)(=O)N1CC(N(CC1)C1=NC(N(C2=CC(=C(C=C12)Cl)Br)C1=C(C=CC=C1)C(C)C)=O)C 4-(4-Acryloyl-2-methylpiperazin-1-yl)-7-bromo-6-chloro-1-(2-isopropylphenyl)quinazolin-2(1H)-one